(S)-1-((3aR,5R,6S,6aS)-6-Fluoro-2,2-dimethyltetrahydrofuro[2,3-d][1,3]dioxol-5-yl)propyl acetate C(C)(=O)O[C@@H](CC)[C@@H]1[C@@H]([C@@H]2[C@@H](OC(O2)(C)C)O1)F